CN1NNC(=C1)S(=O)(=O)OCC ethyl 1-methyl-2H-1,2,3-triazole-4-sulfonate